N-((1,3-dicyclohexylhexahydro-2,4,6-trioxopyrimidin-5-yl)carbonyl)glycine C1(CCCCC1)N1C(N(C(C(C1=O)C(=O)NCC(=O)O)=O)C1CCCCC1)=O